N-(2-(4-benzylpiperidin-1-yl)ethyl)-4,6-dichloro-1H-indol-2-carboxamide C(C1=CC=CC=C1)C1CCN(CC1)CCNC(=O)C=1NC2=CC(=CC(=C2C1)Cl)Cl